FC(OC1=CC(=NN1)NC1=CN=CC(=N1)O[C@@H]1[C@@H](CN(CCC1)C(=O)OC(C)(C)C)F)F tert-butyl (3R,4S)-4-((6-((5-(difluoromethoxy)-1H-pyrazol-3-yl)amino)pyrazin-2-yl)oxy)-3-fluoroazepane-1-carboxylate